CC(CCC(CC(=O)O)CCC)NCCC1=CC=CC=C1 3-(methyl-(phenethyl)aminopropyl)hexanoic acid